NC(CCN(C([C@H](F)Cl)=O)NC(=O)[C@H](CC(C)C)NC(=O)C1=NN2C(C=CC=C2)=C1)=O |r| N-[rac-(1S)-1-[[(3-amino-3-oxo-propyl)-[rac-(2R)-2-chloro-2-fluoro-acetyl]amino]carbamoyl]-3-methyl-butyl]pyrazolo[1,5-a]pyridine-2-carboxamide